N1NC=CC=C2C1=C1C(C=C2)=NC=C1 dihydro-pyrrolobenzodiazepine